C1(CC1)C1=CC(=CC(=N1)NC(=O)C=1C(N(C=C(C1)CN1C[C@H](CCC1)C)CC(C)C)=O)C1=C(C=C(C=C1)F)C1=NN=CN1C N-[6-cyclopropyl-4-[4-fluoro-2-(4-methyl-1,2,4-triazol-3-yl)phenyl]pyridin-2-yl]-5-[[(3S)-3-methylpiperidin-1-yl]methyl]-1-(2-methylpropyl)-2-oxopyridine-3-carboxamide